OCCNC(C(C)C)=O N-(2-hydroxyethyl)-2-methylpropionamide